tri(aminoethyl)amine NCCN(CCN)CCN